2-(2-(6-((cis)-2,6-dimethylmorpholino)pyridin-2-yl)-1,6-naphthyridin-7-yl)-N-(1-(methylsulfonyl)-1H-pyrrol-3-yl)acetamide C[C@@H]1O[C@@H](CN(C1)C1=CC=CC(=N1)C1=NC2=CC(=NC=C2C=C1)CC(=O)NC1=CN(C=C1)S(=O)(=O)C)C